Cl.C[C@]12CC(C[C@](CC1)(N2)C)N(C=2SC=1N=C(SC1N2)C=2N=CC(=C1C2NC=C1)C=1C=NNC1)C N-[(1R,3s,5S)-1,5-dimethyl-8-azabicyclo[3.2.1]octan-3-yl]-N-methyl-5-[4-(1H-pyrazol-4-yl)-1H-pyrrolo[2,3-c]pyridin-7-yl][1,3]thiazolo[5,4-d][1,3]thiazol-2-amine hydrochloride